C(#N)N1CC(CC1)CNC=1N=CC2=CC=C(C=C2C1)C(=O)NC 3-(((1-Cyanopyrrolidin-3-yl)methyl)amino)-N-methylisoquinoline-6-carboxamide